tri-n-butylmonoethylammonium monoethyl-carbonate C(C)OC([O-])=O.C(CCC)[N+](CC)(CCCC)CCCC